{3-[(1,3-benzothiazol-2-yl)amino]-4-methyl-5H,6H,7H,8H-pyrido[2,3-c]Pyridazin-8-yl}-1,3-thiazole-4-carboxylic acid S1C(=NC2=C1C=CC=C2)NC2=C(C1=C(N=N2)N(CCC1)C=1SC=C(N1)C(=O)O)C